O=C(\C=C/C#N)N1CCN(CC1)C1=NC=CN=C1NC1=CC=C(C=C1)C(F)(F)F (Z)-4-oxo-4-(4-(3-((4-(trifluoromethyl)phenyl)amino)pyrazin-2-yl)piperazin-1-yl)but-2-enenitrile